4-Cyclohexyl-2,2-dimethyl-7-pentylchromen-5-ol C1(CCCCC1)C1=CC(OC=2C=C(C=C(C12)O)CCCCC)(C)C